CN(C=1C(=CC(=C(C1)N1/C(/SCC1=O)=N/C(=O)NC1=C(C=C(C=C1)C1=NN(C=N1)C1=CC=C(C=C1)OC(F)(F)F)F)C(C)C)F)C (Z)-1-(3-(5-(dimethylamino)-4-fluoro-2-isopropylphenyl)-4-oxothiazolidin-2-ylidene)-3-(2-fluoro-4-(1-(4-(trifluoromethoxy)phenyl)-1H-1,2,4-triazol-3-yl)phenyl)urea